3-((6-bromo-7-chloro-4-(2-isopropyl-6-methylphenyl)-2,3-dioxo-3,4-dihydroquinoxalin-1(2H)-yl)methyl)azetidine-1-carboxylic acid tert-butyl ester C(C)(C)(C)OC(=O)N1CC(C1)CN1C(C(N(C2=CC(=C(C=C12)Cl)Br)C1=C(C=CC=C1C)C(C)C)=O)=O